FC(C1=NC=2N(C(=C1)N)N=CC2)F 5-(difluoromethyl)pyrazolo[1,5-a]pyrimidin-7-amine